Vinyl-2-imidazolidone C(=C)C=1C(N=[C-]N1)=O